C(C)(C)(C)OC(=O)N[C@@H]1CC[C@H](CC1)OS(=O)(=O)C1=CC=C(C=C1)C 4-methylbenzenesulfonic acid [trans-4-(tert-butoxycarbonylamino) cyclohexyl] ester